tert-Butyl 2-(4-fluoro-3-methylphenyl)-3-[3-[1-(2-methoxyethyl)indazol-5-yl]-2-oxoimidazol-1-yl]-6,7-dihydro-4H-pyrazolo[4,3-c]pyridine-5-carboxylate FC1=C(C=C(C=C1)N1N=C2C(CN(CC2)C(=O)OC(C)(C)C)=C1N1C(N(C=C1)C=1C=C2C=NN(C2=CC1)CCOC)=O)C